ClC=1C=C(C=CC1Cl)NC(=O)N1C2CCC1CC=1N=CN=CC12 (±)-N-(3,4-dichlorophenyl)-6,7,8,9-tetrahydro-5H-5,8-epiminocyclohepta[d]pyrimidine-10-carboxamide